CN(C)CC1(C(C1)C)COC=1N=C(C2=C(N1)C(=C(N=C2)C2=CC(=CC1=CC=C(C(=C21)CC)F)OCOC)F)N2C[C@@](CCC2)(O)C (3R)-1-(2-((1-((dimethylamino)methyl)-2-methylcyclopropyl)methoxy)-7-(8-ethyl-7-fluoro-3-(methoxymethoxy)naphthalen-1-yl)-8-fluoropyrido[4,3-d]pyrimidin-4-yl)-3-methylpiperidin-3-ol